C(C)(C)(C)OC(=O)C1=CC2=C(CN(CC2)C(=O)OC(C)(C)C)S1 5,7-dihydro-4H-thieno[2,3-c]pyridine-2,6-dicarboxylic acid di-tert-butyl ester